1-(3-(methylamino)azetidin-1-yl)prop-2-en-1-one 2,2,2-trifluoroacetate FC(C(=O)O)(F)F.CNC1CN(C1)C(C=C)=O